p-hydroxycinnamoyl-coenzyme A OC1=CC=C(C=CC(=O)SCCNC(CCNC([C@@H](C(COP(OP(OC[C@@H]2[C@H]([C@H]([C@@H](O2)N2C=NC=3C(N)=NC=NC23)O)OP(=O)(O)O)(=O)O)(=O)O)(C)C)O)=O)=O)C=C1